OC1C(=NC2=CC=CC=C2C1=O)C 3-hydroxy-2-methyl-quinolin-4-one